O1C2=C(OCCC1)C=C(C=C2)C2=CC=C1C(C(COC1=C2)(C)C)NC(O[C@@H]2CN1CCC2CC1)=O (S)-quinuclidin-3-yl (7-(3,4-dihydro-2H-benzo[b][1,4]dioxepin-7-yl)-3,3-dimethylchroman-4-yl)carbamate